(9H-Fluoren-9-yl)methyl (3-(3-(((5-((2-azidoethoxy)methyl)pyrimidin-2-yl)thio)methyl)-1,1,3,3-tetramethyldisiloxanyl)propyl)carbamate N(=[N+]=[N-])CCOCC=1C=NC(=NC1)SC[Si](O[Si](C)(C)CCCNC(OCC1C2=CC=CC=C2C=2C=CC=CC12)=O)(C)C